6-methyl-pyridine-2-carboxylate CC1=CC=CC(=N1)C(=O)[O-]